(S)-tetrahydrofuran-3-yl (2S)-3-(4-((((E)-5-hydroxy-4-methylpent-3-en-1-yl)(((S)-1-oxo-1-(pentan-3-yloxy)propan-2-yl)amino)phosphoryl)oxy)phenyl)-2-((3-phenylpropyl)amino)propanoate OC/C(=C/CCP(=O)(N[C@H](C(OC(CC)CC)=O)C)OC1=CC=C(C=C1)C[C@@H](C(=O)O[C@@H]1COCC1)NCCCC1=CC=CC=C1)/C